Propyl-2,3-dimethoxybenzamide C(CC)C1=C(C(=C(C(=O)N)C=C1)OC)OC